The molecule is an isoquinoline alkaloid that is (3S)-6,8-dimethoxy-1,3-dimethyl-3,4-dihydroisoquinoline substituted by a 4,5-dimethoxy-7-methylnaphthalen-1-yl group at position 5. It is isolated from the leaves of Ancistrocladus tanzaniensis and exhibits antiplasmodial, antileishmanial and antitrypanocidal activities. It has a role as a metabolite, an antileishmanial agent, an antiplasmodial drug and a trypanocidal drug. It is an aromatic ether, an isoquinoline alkaloid, a methoxynaphthalene, a member of methylnaphthalenes, a biaryl and a member of isoquinolines. C[C@H]1CC2=C(C(=CC(=C2C(=N1)C)OC)OC)C3=C4C=C(C=C(C4=C(C=C3)OC)OC)C